ClC(SN1C(C2=CC=CC=C2C1=O)=O)(F)Cl 2-[(dichlorofluoromethyl)-thio]-1H-isoindole-1,3(2H)-dione